FC(C1=C(C=CC=C1)C1=NC=CC2=C1CN(C2=O)C2=CC=C(C=C2)F)F 4-[2-(difluoromethyl)phenyl]-2-(4-fluorophenyl)-2,3-dihydro-1H-pyrrolo[3,4-c]pyridin-1-one